3,4,5-trimethoxyhydrocinnamic acid COC=1C=C(CCC(=O)O)C=C(C1OC)OC